CC1=CC(=C(C=C1O)C(C)C)Cl 5-ChloroCarvacrol